1-[(S)-1-[6-({4-[2-amino-6-(m-cyanophenyl)-4-pyrimidinyl]-1H-1,2,3-triazol-1-yl}methyl)-2-pyridinyl]ethyl]-3-azetidinecarboxylic acid NC1=NC(=CC(=N1)C=1N=NN(C1)CC1=CC=CC(=N1)[C@H](C)N1CC(C1)C(=O)O)C1=CC(=CC=C1)C#N